4-neopentylaminopyrimidin-5-carboxamide C(C(C)(C)C)NC1=NC=NC=C1C(=O)N